FC(C(=O)O)(F)F.NC1=NN2C(N=CC=C2)=C1C(=O)NC(C)C=1C=C(C=2N(C1N1CCC(CC1)(C)C#N)C=NC2)Cl 2-Amino-N-(1-(8-chloro-5-(4-cyano-4-methylpiperidin-1-yl)imidazo[1,5-a]-pyridin-6-yl)ethyl)pyrazolo[1,5-a]-pyrimidine-3-carboxamide trifluoroacetate